C(C)(C)(C)OC(=O)N1C[C@@H](CCC1)N(C=1N=CC=C2C1N(C=C2)C)C(=O)Cl.FC2=C(C=CC=C2)C#CC2=CC=C(C(=O)NC[C@@H]1COCCC1)C=C2 (R)-4-((2-fluorophenyl)ethynyl)-N-((tetrahydro-2H-pyran-3-yl)methyl)benzamide tert-butyl-(R)-3-((chlorocarbonyl)(1-methyl-1H-pyrrolo[2,3-c]pyridin-7-yl)amino)piperidine-1-carboxylate